(E)-N,N-dimethylformamide CN(C=O)C